FC1=C2C3(CNC(C2=C(C(=C1OC)OC)C)=O)CC3 5'-fluoro-6',7'-dimethoxy-8'-methyl-2',3'-dihydro-1'H-spiro[cyclopropane-1,4'-isoquinolin]-1'-one